8-((2r,5s)-4-((4-fluoro-2-methoxyphenyl)(4-fluorophenyl)methyl)-2,5-dimethylpiperazin-1-yl)-5-methyl-6-oxo-5,6-dihydro-1,5-naphthyridine-2-carbonitrile FC1=CC(=C(C=C1)C(N1C[C@H](N(C[C@@H]1C)C1=CC(N(C=2C=CC(=NC12)C#N)C)=O)C)C1=CC=C(C=C1)F)OC